COC1=C(C=C(C(=C1)N=NC1=CC=C(C=C1)[N+](=O)[O-])OC)N=NC1=C(C=C(C=C1)N(CCO)CCO)C 2,2'-((4-((2,5-dimethoxy-4-((4-nitrophenyl)diazenyl)phenyl)diazenyl)-3-methylphenyl)azanediyl)bis(ethan-1-ol)